(Z)-1-(3-(2-(1-methoxyethyl)-5-methylphenyl)-4-oxothiazolidin-2-ylidene)-3-(2-methyl-4-(3-(4-(trifluoromethoxy)phenyl)-1H-1,2,4-triazol-1-yl)phenyl)urea COC(C)C1=C(C=C(C=C1)C)N1/C(/SCC1=O)=N/C(=O)NC1=C(C=C(C=C1)N1N=C(N=C1)C1=CC=C(C=C1)OC(F)(F)F)C